O1C(NC2C1=CC=CC2=[Se])=O 1,3-benzoxazol-2(3H)-oneselon